lithium bis(trifluoromethyl)sulfoximine FC(F)(F)S(=O)(=N)C(F)(F)F.[Li]